ClC1=CC=C2C=CN=C(C2=C1)NC=1C=CC(=NC1)C(=O)O 5-((7-chloroisoquinolin-1-yl)amino)picolinic acid